C(C)(C)N1C(N(C(C(=C1)C(=O)NC1=CC=C(C=C1)OC1=CC(=NC=2N1N=CC2)C)=O)C2=CC=C(C=C2)C)=O 1-isopropyl-3-(4-methylphenyl)-N-(4-((5-methylpyrazolo[1,5-a]pyrimidin-7-yl)oxy)phenyl)-2,4-dioxo-1,2,3,4-tetrahydropyrimidine-5-carboxamide